N1C2C(NCC1)COC2 octahydrofuro[3,4-b]pyrazine